4-(4-((5-Bromo-4-((5-(dimethylphosphono)quinoxalin-6-yl)amino)pyrimidin-2-yl)amino)-5-methyl Oxy-2-(1-methyl-1H-pyrazol-4-yl)phenyl)piperidine-1-carboxylate BrC=1C(=NC(=NC1)NC1=CC(=C(C=C1OC)C1CCN(CC1)C(=O)[O-])C=1C=NN(C1)C)NC=1C(=C2N=CC=NC2=CC1)P(=O)(OC)OC